2-(2-methoxy-6-nitrophenoxy)-N,N-dimethylethylamine COC1=C(OCCN(C)C)C(=CC=C1)[N+](=O)[O-]